N[C@@]1(CN(CC1)C1=C(C=NC(=C1C1=CC(=CC(=C1)F)F)OCC1=CC=CC=C1)C(=O)N[C@@H](C)C1CC1)C 4-[(3S)-3-amino-3-methylpyrrolidin-1-yl]-6-(benzyloxy)-N-[(1S)-1-cyclopropylethyl]-5-(3,5-difluorophenyl)pyridine-3-carboxamide